CC1=CC=NN1[C@@H](CNS(=O)(=O)C)CO[C@@H]1CC[C@@H](CC1)C1=CC=CC=C1 |o1:6| (S or R)-N-[2-(5-methyl-1H-pyrazol-1-yl)-3-{[(CIS)-4-phenylcyclohexyl]oxy}propyl]methane-sulfonamide